4,6-dichloro-2-(2-pyridinyl)-5-trifluoromethylpyrimidine ClC1=NC(=NC(=C1C(F)(F)F)Cl)C1=NC=CC=C1